tert-butyl 4-(7-chloro-3-(2-(pyridin-2-yl)cyclopropane-1-carboxamido)isoquinolin-6-yl)piperidine-1-carboxylate ClC1=C(C=C2C=C(N=CC2=C1)NC(=O)C1C(C1)C1=NC=CC=C1)C1CCN(CC1)C(=O)OC(C)(C)C